COC1=NC=CC=C1C=1C=NC(=CC1)NCC(CN)C N1-(2'-methoxy-[3,3'-bipyridin]-6-yl)-2-methylpropane-1,3-diamine